(perfluoronaphthalenyl)borate FC1=C(C2=C(C(=C(C(=C2C(=C1F)F)F)F)F)F)OB([O-])[O-]